P(=O)(OC)(OC[C@@H](CCCCCCCCCCCCCCCCC)OCC1=CC(=CC(=C1)F)C#N)O methyl ((R)-2-((3-cyano-5-fluorobenzyl)oxy) nonadecyl) hydrogen phosphate